4-(6-chloro-3-((1-(2-cyclopropyl-3,6-dimethyl-4-oxo-4H-chromen-8-yl)ethyl)amino)pyridin-2-yl)-2-(4,4,5,5-tetramethyl-1,3,2-dioxaborolan-2-yl)benzaldehyde ClC1=CC=C(C(=N1)C1=CC(=C(C=O)C=C1)B1OC(C(O1)(C)C)(C)C)NC(C)C=1C=C(C=C2C(C(=C(OC12)C1CC1)C)=O)C